C(CN([C@@H](CC1=CNC2=CC=CC=C12)C(=O)O)CC(=O)[O-])(=O)[O-] tryptophan diacetate